(2R,3S,4R,5R)-5-(4-(((acetoxymethoxy)carbonyl)amino)pyrrolo[2,1-f][1,2,4]triazin-7-yl)-5-cyano-4-hydroxy-2-(hydroxymethyl)tetrahydrofuran-3-yl (S)-2-amino-3,3-dimethylbutanoate N[C@H](C(=O)O[C@@H]1[C@H](O[C@@]([C@@H]1O)(C#N)C1=CC=C2C(=NC=NN21)NC(=O)OCOC(C)=O)CO)C(C)(C)C